ClC1=CC=C(CN2N=C3C4=C(CCC3=C2)OC(=C4C)C(=O)NCC4=NN(C=C4)C)C=C1 2-(4-chlorobenzyl)-8-methyl-N-[(1-methyl-1H-pyrazol-3-yl)methyl]-4,5-dihydro-2H-furo[2,3-g]indazole-7-carboxamide